2-amino-4-methyl-N-[(1-methylpyrazol-3-yl)methyl]-N-[[5-(trifluoromethyl)-2-pyridyl]methyl]quinoline-6-carboxamide NC1=NC2=CC=C(C=C2C(=C1)C)C(=O)N(CC1=NC=C(C=C1)C(F)(F)F)CC1=NN(C=C1)C